tert-butyl 4-(5-[6,8-dimethylimidazo[1,2-a]pyrazin-2-yl]phthalazin-1-yl)piperidine-1-carboxylate CC=1N=C(C=2N(C1)C=C(N2)C2=C1C=NN=C(C1=CC=C2)C2CCN(CC2)C(=O)OC(C)(C)C)C